ethyl N-[4-(2,4-dihydroxyphenyl)pentanoyl]-D-alaninate OC1=C(C=CC(=C1)O)C(CCC(=O)N[C@H](C)C(=O)OCC)C